(Z)-N-methyl-nonadec-10-en-1-amine CNCCCCCCCCC\C=C/CCCCCCCC